C(=O)[O-].BrC=1C=C2CCN(C(C2=CC1)=O)CCOCC[N+](C)(C)C 2-[2-(6-bromo-1-oxo-3,4-dihydroisoquinolin-2-yl)ethoxy]ethyl-trimethyl-ammonium formate